3-[(3R)-3-[(4-fluorophenyl)sulfonylamino]-1,2,3,4-tetrahydrocarbazol-9-yl]propanoic acid FC1=CC=C(C=C1)S(=O)(=O)N[C@@H]1CCC=2N(C3=CC=CC=C3C2C1)CCC(=O)O